FC1=CC(=C(C(=O)OC)C=C1C1=NOC2C1COC2)OC methyl 4-fluoro-2-methoxy-5-(3a,4,6,6a-tetrahydrofuro[3,4-d]isoxazol-3-yl)benzoate